racemic-4-(2-azabicyclo[2.1.1]hexan-2-yl)-2-chloro-6-methyl-8,9-dihydro-6H-[1,4]oxazino[4,3-e]purine C12N(CC(C1)C2)C=2C=1N=C3N(C1N=C(N2)Cl)CCO[C@@H]3C |r|